2-[2-(benzyloxy)-5-bromo-3-methoxyphenyl]-1,3-dioxolane C(C1=CC=CC=C1)OC1=C(C=C(C=C1OC)Br)C1OCCO1